C(C)OC(=O)C=1N(N=NC1C(F)(F)F)CC1=CC=CC=C1 3-benzyl-5-(trifluoromethyl)triazole-4-carboxylic acid ethyl ester